5-hydroxycyclopentenone OC1CC=CC1=O